N1(N=CN=C1)CCN(C1=CC(=CC=C1)NC1=CC=C(C=C1)F)C N1-(2-(1H-1,2,4-triazol-1-yl)ethyl)-N3-(4-fluorophenyl)-N1-methylbenzene-1,3-diamine